3-chloro-2-[7-methoxy-6-(methylamino)quinolin-4-yl]-5H,6H,7H-pyrazolo[1,5-a]pyrazin-4-one ClC=1C(=NN2C1C(NCC2)=O)C2=CC=NC1=CC(=C(C=C21)NC)OC